(S)-4-(6-amino-5-(1-amino-4-methoxy-1,3-dihydrospiro[indene-2,4'-piperidin]-1'-yl)-3-methylpyrazin-2-yl)-1,3-dihydro-2H-benzo[d]imidazol-2-one NC1=C(N=C(C(=N1)C1=CC=CC=2NC(NC21)=O)C)N2CCC1(CC2)[C@@H](C2=CC=CC(=C2C1)OC)N